C(C)(C)C1CCC(CC1)N1CCC(CC1)N1C(\C(\C2=CC=CC=C12)=N/NC(C)=O)=O N'-((Z)-1-(1-((1s,4s)-4-isopropylcyclohexyl)piperidin-4-yl)-2-oxoindolin-3-ylidene)acetohydrazide